COC=1C=C2C(=C(N(C2=CC1)CC(C(=O)N)(C)C)C1=CC=CC=C1)C(CCC1=CC=CC=C1)=O 3-(5-Methoxy-2-phenyl-3-(3-phenylpropanoyl)-1H-indol-1-yl)-2,2-dimethylpropanamide